ClC=1C=NC(=NC1)[C@H]([C@H](C)S(=O)(=O)NC1=NN=C(N1C=1C(=NC=NC1OC)OC)C1(CCC1)C(F)(F)F)OC (1R,2S)-1-(5-chloropyrimidin-2-yl)-N-(4-(4,6-dimethoxypyrimidin-5-yl)-5-(1-(trifluoromethyl)cyclobutyl)-4H-1,2,4-triazol-3-yl)-1-methoxypropane-2-sulfonamide